4-Methyl 1-(2-methyl-2-propanyl) 4-(2-chloro-6-methyl-8-oxo-7,8-dihydro-9H-purin-9-yl)-1,4-piperidinediCarboxylate ClC1=NC(=C2NC(N(C2=N1)C1(CCN(CC1)C(=O)OC(C)(C)C)C(=O)OC)=O)C